1-(1-(2-fluoro-5-methoxy-4-nitrophenyl)piperidin-4-yl)-4-methylpiperazine FC1=C(C=C(C(=C1)[N+](=O)[O-])OC)N1CCC(CC1)N1CCN(CC1)C